C1=CN(C=N1)CC(=O)O The molecule is an imidazolyl carboxylic acid that is acetic acid in which one of the methyl hydrogens is substituted by an imidazol-1-yl group. It has a role as a metabolite. It derives from an acetic acid.